2-chloro-3-(quinolin-6-yl)propanal ClC(C=O)CC=1C=C2C=CC=NC2=CC1